FC1(CNCCC1OC1=C(C=C(C=N1)NC1=NC=CC(=N1)NC=1C=NC2=CC(=C(C=C2C1)F)F)OC)F 2-[6-(3,3-difluoro-4-piperidyloxy)-5-methoxy-3-pyridylamino]-4-(6,7-difluoro-3-quinolylamino)pyrimidine